isopropyl 7-methoxy-1-methyl-2-[(11R)-8,8,11-trimethyl-9-oxo-1,10-diazatricyclo[10.5.2.015,18]nonadeca-12(19),13,15(18),16-tetraen-17-yl]benzimidazole-5-carboxylate COC1=CC(=CC2=C1N(C(=N2)C2=CC=1C=CC=3[C@H](NC(C(CCCCCCN2C1C3)(C)C)=O)C)C)C(=O)OC(C)C